N-[2-(2-hydroxyethoxy)ethyl]-4-methoxybenzamide OCCOCCNC(C1=CC=C(C=C1)OC)=O